N1=CN=C(C2=C1NC=C2)C=2C=NN(C2)C2(CN(C2)C2CCN(CC2)C(=O)C2CCC(CC2)C(F)(F)F)CC#N [3-[4-(7H-pyrrolo[2,3-d]pyrimidin-4-yl)-1H-pyrazol-1-yl]-1-(1-{[4-(trifluoromethyl)cyclohexyl]carbonyl}piperidin-4-yl)azetidin-3-yl]acetonitrile